3-ACETAMIDOBENZO[D]ISOXAZOL-6-YLBORONIC ACID C(C)(=O)NC1=NOC2=C1C=CC(=C2)B(O)O